(R)-2-amino-N-((S)-1-((5-chloro-2-nitrobenzyl)amino)-1-oxopropan-2-yl)-4-phenylbutanamide, hydrochloride Cl.N[C@@H](C(=O)N[C@H](C(=O)NCC1=C(C=CC(=C1)Cl)[N+](=O)[O-])C)CCC1=CC=CC=C1